CC(CCCCCCCC)OC(=O)OCCCCCN(CCCCCCCC(=O)OC(CCCCCCCC)CCCCCCCC)CCO heptadecan-9-yl 8-((5-(((decan-2-yloxy)carbonyl)oxy)pentyl)(2-hydroxyethyl)amino)octanoate